[Co]=S.[Se] selenium cobalt sulfide